3-{2-[(6,6-dimethylpiperidin-3-yl)amino]-5-(trifluoromethyl)pyrimidin-4-yl}-6,6-dimethyl-7-(1-methyl-1H-pyrazole-4-yl)-1H,4H,5H,6H,7H,8H-pyrrolo[2,3-c]azepin-8-one CC1(CCC(CN1)NC1=NC=C(C(=N1)C1=CNC=2C(N(C(CCC21)(C)C)C=2C=NN(C2)C)=O)C(F)(F)F)C